7-[(4S)-4-{4-[3,5-Bis(trifluoromethyl)phenoxy]phenyl}-5-(2,2-difluoropropyl)-6-oxo-2,4,5,6-tetrahydropyrrolo[3,4-c]pyrazol-3-yl]-1,3-benzoxazol-2(3H)-one 2-methylpropane-2-amine salt CC(C)(C)N.FC(C=1C=C(OC2=CC=C(C=C2)[C@@H]2N(C(C3=NNC(=C32)C3=CC=CC=2NC(OC23)=O)=O)CC(C)(F)F)C=C(C1)C(F)(F)F)(F)F